6-(1-((S)-1-(methyl-L-prolyl)pyrrolidin-3-yl)-1H-pyrazol-4-yl)-4-(pyridin-2-ylthio)pyrazolo[1,5-a]pyridine-3-carbonitrile CN1[C@@H](CCC1)C(=O)N1C[C@H](CC1)N1N=CC(=C1)C=1C=C(C=2N(C1)N=CC2C#N)SC2=NC=CC=C2